FC1=CC=C(C(=N1)C)[C@@H](C=1N=NN(C1)C1(CC1)C(F)(F)F)NC=1C=C2C(=C(C=NC2=C(C1)OC)C#N)NCC(C)(C)C (S)-6-(((6-fluoro-2-methylpyridin-3-yl)(1-(1-(trifluoromethyl)cyclopropyl)-1H-1,2,3-triazol-4-yl)methyl)amino)-8-methoxy-4-(neopentylamino)quinoline-3-carbonitrile